2,2-diethyl-6-(3-(pyridin-3-yl)-1,2,4-thiadiazol-5-yl)chroman-4-one C(C)C1(OC2=CC=C(C=C2C(C1)=O)C1=NC(=NS1)C=1C=NC=CC1)CC